(3,5-difluoro-phenyl)-N'-isopropyl-6-(6-methylamino-pyridin-2-yl)-[1,3,5]triazine-2,4-diamine FC=1C=C(C=C(C1)F)NC1=NC(=NC(=N1)NC(C)C)C1=NC(=CC=C1)NC